ClC1=CC2=C(NC(=N2)C2=NC=CC(=N2)NCC=2C=NC=CC2)C=C1 2-(5-chloro-1H-benzo[d]imidazol-2-yl)-N-(pyridin-3-ylmethyl)pyrimidin-4-amine